P(=S)(OCCCCCOC(C=C)=O)([O-])[O-] acryloyloxypentyl thiophosphate